N-((5-cyclopropyl-1H-indazol-4-yl)methyl)-3,5-difluoro-4-methoxybenzamide C1(CC1)C=1C(=C2C=NNC2=CC1)CNC(C1=CC(=C(C(=C1)F)OC)F)=O